(R)-N-(4-(1-phenylpyrrolidin-2-yl)thiazol-2-yl)-3-(pyridin-4-yloxy)propanamide C1(=CC=CC=C1)N1[C@H](CCC1)C=1N=C(SC1)NC(CCOC1=CC=NC=C1)=O